CC1=C(C(=CC(=C1)N(CC1=CC=C(C=C1)C(F)(F)F)C)C)NC(C)=O N-{2,6-Dimethyl-4-[methyl-(4-trifluoromethyl-benzyl)-amino]-phenyl}-acetamide